4'-[1,3-phenylenebis(1-methylethylene)]Bisphenol C1(=CC(=CC=C1)C(CC1=C(C=CC=C1)O)C)C(CC1=C(C=CC=C1)O)C